5-bromo-7-((1-fluorocyclopropyl)methoxy)isobenzofuran-1(3H)-one BrC=1C=C2COC(C2=C(C1)OCC1(CC1)F)=O